(R)-N-((1R,2R)-1-(3-chloro-4-cyclopropoxyphenyl)-1-hydroxy-3-(pyrrolidin-1-yl)propan-2-yl)-1-(6-fluoronaphthalen-2-yl)pyrrolidine-3-carboxamide ClC=1C=C(C=CC1OC1CC1)[C@H]([C@@H](CN1CCCC1)NC(=O)[C@H]1CN(CC1)C1=CC2=CC=C(C=C2C=C1)F)O